C(C)N(C(C1=C(C=CC(=C1)F)OC1=C(N=CN=N1)N1CC2(CN(C2)[C@@H](C(C)C)C[C@H](CN(C)CC)OC)CC1)=O)C(C)C N-ethyl-2-((5-(2-((3R,5R)-6-(ethyl-(methyl)amino)-5-methoxy-2-methylhexan-3-yl)-2,6-diazaspiro[3.4]oct-6-yl)-1,2,4-triazin-6-yl)oxy)-5-fluoro-N-isopropylbenzamide